methyl-5,6,7,8-tetrahydropyrido[4,3-d]pyrimidine CC=1N=CC2=C(N1)CCNC2